O1C(=COCC1)C=1C=C(C=C(C1)C(F)(F)F)C=1C=C2CCN(C(C2=CC1)=O)C=1C=CC(=C(C1)NS(=O)(=O)C)OCOCCOC N-(5-(6-(3-(5,6-dihydro-1,4-dioxin-2-yl)-5-(trifluoromethyl)phenyl)-1-oxo-3,4-dihydroisoquinolin-2(1H)-yl)-2-((2-methoxyethoxy)methoxy)phenyl)methanesulfonamide